N1(CC1)C=1C=CC=2C(N(C(C3=CC=CC1C23)=O)CCCCN(CCCCN)CCCCN)=O 6-(aziridin-1-yl)-2-(4-(bis(4-aminobutyl)amino)butyl)-1H-benzo[de]isoquinoline-1,3(2H)-dione